1-(5-(6-chloro-3-(1H-imidazol-1-yl)-5-methoxy-1-methyl-1H-pyrrolo[3,2-b]pyridin-2-yl)-4H-1,2,4-triazol-3-yl)pyrrolidin-2-one ClC=1C=C2C(=NC1OC)C(=C(N2C)C=2NC(=NN2)N2C(CCC2)=O)N2C=NC=C2